ClCC1=CC=C(C=C1)I 1-(chloromethyl)-4-iodobenzene